N=1N(N=CC1)C1=C(C=C(C=N1)NC(=O)C=1C=NN(C1C(F)(F)F)C1=NC(=C(C=C1)F)N)C(F)(F)F N-(6-(2H-1,2,3-triazol-2-yl)-5-(trifluoromethyl)pyridin-3-yl)-1-(6-amino-5-fluoropyridine-2-yl)-5-(trifluoromethyl)-1H-pyrazole-4-carboxamide